1-cyclopropyl-6-fluoro-4-carbonyl-1,4-dihydroquinoline-3-carboxylate C1(CC1)N1C=C(C(C2=CC(=CC=C12)F)=C=O)C(=O)[O-]